OC=1C=C(C=C(C1)O)C=1C2=CC=C(N2)C(=C2C=CC(C(=C3C=CC(=C(C=4C=CC1N4)C4=CC(=CC(=C4)O)O)N3)C3=CC(=CC(=C3)O)O)=N2)C2=CC(=CC(=C2)O)O 5,10,15,20-tetrakis(3,5-dihydroxyphenyl)porphyrin